C[Si](OCC)(C)C trimethyl-monoethoxysilane